(4-chloropyridin-3-yl)(imino)(methyl)-λ6-sulfanone ClC1=C(C=NC=C1)S(=O)(C)=N